Cl.N(C(=N)N)C1=CC=C(C(=O)OC=2C=C3CCC(NC3=CC2)=O)C=C1 2-oxo-1,2,3,4-tetrahydroquinolin-6-yl 4-guanidinobenzoate hydrochloride